(R)-tert-butyl (1-(2-methyl-7-(N-methylacrylamido)quinazolin-4-yl)pyrrolidin-3-yl)carbamate CC1=NC2=CC(=CC=C2C(=N1)N1C[C@@H](CC1)NC(OC(C)(C)C)=O)N(C(C=C)=O)C